4,5-dicarboxyl-1-methyl-1H-imidazole C(=O)(O)C=1N=CN(C1C(=O)O)C